CN1N=NC=C1C1=CC(=CN=N1)N1N=C(C=CC1=O)C(=O)OC methyl 1-[6-(3-methyltriazol-4-yl)pyridazin-4-yl]-6-oxo-pyridazine-3-carboxylate